O1NOC(C1)=O [1,3]Dioxazol-4-one